(2S)-N-(4-(Cyclopropylamino)-3,4-dioxo-1-((S)-2-oxopyrrolidin-3-yl)butan-2-yl)-2-((E)-3-(2,4-difluorophenyl)acrylamido)-4,4-dimethylpentanamid C1(CC1)NC(C(C(C[C@H]1C(NCC1)=O)NC([C@H](CC(C)(C)C)NC(\C=C\C1=C(C=C(C=C1)F)F)=O)=O)=O)=O